C(C(=C)C)(=O)OC(C[Si](OCC)(OCC)C)C β-methacryloxypropylmethyldiethoxysilane